2,5-dichloro-3-nitrobenzoyl chloride ClC1=C(C(=O)Cl)C=C(C=C1[N+](=O)[O-])Cl